[Pb-](Br)(Br)Br.[Cs+] cesium lead (ii) tribromide